(3R)-3-((2S)-3-(3-(((benzyloxy)carbonyl)amino)-2,3-dihydro-1H-inden-5-yl)-1-(tert-butoxy)-1-oxopropan-2-yl)pyrrolidine-1-carboxylic acid tert-butyl ester C(C)(C)(C)OC(=O)N1C[C@H](CC1)[C@@H](C(=O)OC(C)(C)C)CC=1C=C2C(CCC2=CC1)NC(=O)OCC1=CC=CC=C1